CC1=NC=CC(=C1)OC(=O)N1CCC1 2-methylpyridin-4-ylazetidine-1-carboxylate